FC=1C=C(C(=C2C=C(NC12)S(=O)(=O)N([C@@H]1C[C@@H](C1)C)C)C1=NN(C=N1)C)C 7-fluoro-N,5-dimethyl-4-(1-methyl-1H-1,2,4-triazol-3-yl)-N-((cis)-3-methylcyclobutyl)-1H-indole-2-sulfonamide